C1(=CC(=CC=C1)CC=1N=C2N(C(=NC=3C(=CC=CC23)OC)N)C1)C1=CC=CC=C1 2-([1,1'-biphenyl]-3-ylmethyl)-7-methoxyimidazo[1,2-c]quinazolin-5-amine